2-[5-Bromo-4-(4-fluorophenyl)imidazol-1-yl]-1-(2-oxa-7-azaspiro[3.4]oct-7-yl)ethanone BrC1=C(N=CN1CC(=O)N1CCC2(COC2)C1)C1=CC=C(C=C1)F